Cl.CN1C[C@@H](CCC1)N(S(=O)=O)NC=1C=NN(C1)C(C)C N-[(3R)-1-Methylpiperidin-3-yl]-N-[1-(propan-2-yl)-1H-pyrazol-4-yl]aminosulfonamide hydrochloride